N-(2-methyl-1-(3-methyl-7-morpholino-5-(3-(m-tolyl)-1H-pyrazol-1-yl)-3H-imidazo[4,5-b]pyridin-2-yl)propyl)acetamide CC(C(C1=NC=2C(=NC(=CC2N2CCOCC2)N2N=C(C=C2)C=2C=C(C=CC2)C)N1C)NC(C)=O)C